ClC1=C(C=CC(=C1)OC1=NC=C(C=C1NS(=O)(=O)C1=CC(=C(C=C1)Cl)C(F)(F)F)C)NC(C=C)=O N-(2-chloro-4-((3-((4-chloro-3-(trifluoromethyl)phenyl)sulfonamido)-5-methylpyridin-2-yl)oxy)phenyl)acrylamide